The molecule is a hydrate that is the dihydrate form of copper(II) chloride. It occurs naturally as the mineral eriochalcite. It has a role as an EC 5.3.3.5 (cholestenol Delta-isomerase) inhibitor. It is a hydrate and a halide mineral. It contains a copper(II) chloride. O.O.Cl[Cu]Cl